2-(2-aminoacetamido)-2-((oleoyloxy)methyl)propane-1,3-diyl dioleate C(CCCCCCC\C=C/CCCCCCCC)(=O)OCC(COC(CCCCCCC\C=C/CCCCCCCC)=O)(COC(CCCCCCC\C=C/CCCCCCCC)=O)NC(CN)=O